CC(CCC(=O)ON1C(CCC1=O)=O)(C)SSC1=NC=CC=C1 2,5-dioxopyrrolidin-1-yl 4-methyl-4-(pyridin-2-yldisulfanyl)pentanoate